C(C=C)OC(C)COC(C)COCC=C dipropylene glycol DIALLYL ETHER